tert-Butyl 4-((3'-(methoxycarbonyl)-5'-(4-(4-(trifluoromethyl)phenyl)-1H-1,2,3-triazol-1-yl)-[1,1'-biphenyl]-4-yl)carbamoyl)piperidine-1-carboxylate COC(=O)C=1C=C(C=C(C1)N1N=NC(=C1)C1=CC=C(C=C1)C(F)(F)F)C1=CC=C(C=C1)NC(=O)C1CCN(CC1)C(=O)OC(C)(C)C